4-fluoro-p-toluate FC1(CC=C(C=C1)C)C(=O)[O-]